(pyrrolidin-1-yl)-1H-indazol N1(CCCC1)N1N=CC2=CC=CC=C12